CCCCCCC/C=C\CCCCCCCC(=O)O[C@H](COC(=O)CCCCCCC/C=C\CCCC)COP(=O)(O)OC[C@@H](C(=O)O)N 1-(9Z-tetradecenoyl)-2-(9Z-heptadecenoyl)-glycero-3-phosphoserine